N-[2-(2-oxo-1,2-dihydroquinolin-1-yl)-3-{[(CIS)-4-phenylcyclohexyl]oxy}propyl]methanesulfonamide tert-butyl-4-(2-ethoxy-2-oxo-ethyl)-4-hydroxy-piperidine-1-carboxylate C(C)(C)(C)OC(=O)N1CCC(CC1)(O)CC(=O)OCC.O=C1N(C2=CC=CC=C2C=C1)C(CNS(=O)(=O)C)CO[C@@H]1CC[C@@H](CC1)C1=CC=CC=C1